CN1C=2C=CC=CC2N(C2=CC=CC=C12)C 5,10-dihydro-5,10-dimethyl-phenazine